CC1=NC=CC(=C1)C=1C=C2N(C=NC=C2)C1 6-(2-Methylpyridin-4-yl)pyrrolo[1,2-c]pyrimidin